N=1N=C(N2C1C=CC=C2)[C@@H]2C[C@@H](CCC2)NC2=NC=C(C(=N2)C=O)C(F)(F)F 2-[[(1R,3S)-3-([1,2,4]triazolo[4,3-a]pyridin-3-yl)cyclohexyl]amino]-5-(trifluoromethyl)pyrimidine-4-carbaldehyde